C(C)(C)N1C(=NN=C1)C1=CC=CC(=N1)NC(=O)N1CC(=CCC1)C=1C=NC=CC1 N-(6-(4-isopropyl-4H-1,2,4-triazol-3-yl)pyridin-2-yl)-5,6-dihydro-[3,3'-bipyridine]-1(2H)-carboxamide